tert-butyl 4-(5-fluoro-6-(methoxycarbonyl)pyridin-3-yl)piperazine-1-carboxylate FC=1C=C(C=NC1C(=O)OC)N1CCN(CC1)C(=O)OC(C)(C)C